N-[4-(4,4-difluoropiperidine-1-carbonyl)-3-(1-propan-2-ylpyrazol-3-yl)phenyl]cyclopropanecarboxamide FC1(CCN(CC1)C(=O)C1=C(C=C(C=C1)NC(=O)C1CC1)C1=NN(C=C1)C(C)C)F